NC1=NC=NN2C1=CC=C2C=2CN(CCC2)C(=O)OC(C)(C)C tert-butyl 3-(4-Aminopyrrolo[2,1-f][1,2,4]triazin-7-yl)-5,6-dihydropyridine-1(2H)-carboxylate